CC1(CCC2=NN=C(N21)C2=CC=CC(=N2)N2CC=1C(=NC(=CC1C2=O)N2C(CCC2)(C)C)CNC)C 2-(6-(5,5-dimethyl-6,7-dihydro-5H-pyrrolo[2,1-c][1,2,4]triazol-3-yl)pyridin-2-yl)-6-(2,2-dimethylpyrrolidin-1-yl)-4-((methylamino)methyl)-2,3-dihydro-1H-pyrrolo[3,4-c]pyridin-1-one